cyclohexane-4-carboxylic acid (carbamate) C(N)(O)=O.C1CCC(CC1)C(=O)O